NC1=NC=CC=C1C1=NC=2C(=NC(=C(N2)C#N)C#N)N1C1=CC=C(C=C1)CCl 2-(2-Aminopyridin-3-yl)-1-(4-(chloromethyl)phenyl)-1H-imidazo[4,5-b]pyrazine-5,6-dicarbonitrile